BrC=1C=C(C(=O)NC(C)C2=NC=CN=C2C2=NN(C(C=C2)=O)C)C=C(C1)I 3-bromo-5-iodo-N-[1-[3-(1-methyl-6-oxo-pyridazin-3-yl)pyrazin-2-yl]ethyl]benzamide